C[C@H](N)[C@H](O)CCCCCCCCCCCCCCC 1-deoxysphinganine